N-(6-amino-5-cyclopropyl-3-pyridyl)-2-[(2S,5R)-2-(1,3-benzothiazol-5-yl)-5-methyl-4-[1-(trifluoromethyl)cyclopropanecarbonyl]piperazin-1-yl]-2-oxo-acetamide NC1=C(C=C(C=N1)NC(C(=O)N1[C@H](CN([C@@H](C1)C)C(=O)C1(CC1)C(F)(F)F)C=1C=CC2=C(N=CS2)C1)=O)C1CC1